CC1=C(C=C2OC(C3=CC(=CC=C23)[N+](=O)[O-])=O)C=CC(=C1)OC(F)(F)F 3-(2-methyl-4-(trifluoromethoxy)benzylidene)-6-nitroisobenzofuran-1(3H)-one